tert-butyl 4-hydroxy-3,3-dimethylpiperidine-1-carboxylate OC1C(CN(CC1)C(=O)OC(C)(C)C)(C)C